(2S)-N-{(3SR,4SR)-4-[(3'-fluoro[1,1'-biphenyl]-3-yl)methyl]-7-methyl-6-oxooctahydro-2H-quinolizin-3-yl}oxolane-2-carboxamide FC=1C=C(C=CC1)C1=CC(=CC=C1)C[C@H]1[C@H](CCC2CCC(C(N12)=O)C)NC(=O)[C@H]1OCCC1 |&1:14,15|